6-isopropoxy-2-(1-methyl-2-oxabicyclo[2.1.1]hex-4-yl)-2H-pyrazolo[3,4-b]pyridine-5-carboxylic acid C(C)(C)OC=1C(=CC=2C(N1)=NN(C2)C21COC(C2)(C1)C)C(=O)O